5-Chloro-4-(((3R,3aR,6R,6aR)-6-ethoxyhexahydrofuro[3,2-b]furan-3-yl)oxy)pyrimidine ClC=1C(=NC=NC1)O[C@H]1[C@@H]2[C@H](OC1)[C@@H](CO2)OCC